NC1(C(C(CCC1)(C)O)=O)C1=CC(=C(C=C1)Cl)OC(F)(F)F 2-amino-2-(4-chloro-3-(trifluoromethoxy)phenyl)-6-hydroxy-6-methylcyclohexane-1-one